1,1,1,3,3,3-hexafluoro-2-((6-(2-(triethoxysilyl)ethyl)decahydro-1,4:5,8-dimethanonaphthalen-2-yl)methyl)propan-2-ol FC(C(C(F)(F)F)(O)CC1C2C3C4CC(C(C3C(C1)C2)C4)CC[Si](OCC)(OCC)OCC)(F)F